CC1N(C2=CC=C(C=C2CC1)C(F)(F)F)S(=O)(=O)C=1C=CC=C(C(=O)[O-])C1 5-((2-methyl-6-trifluoromethyl-3,4-dihydroquinolin-1(2H)-yl)sulfonyl)benzoate